FC=1C=C(C=2N(C1)C(=CN2)C2CN(CCC2)C2=NC(=NC(=C2)C(C)C)N)F 4-(3-(6,8-difluoroimidazo[1,2-a]pyridin-3-yl)piperidin-1-yl)-6-isopropylpyrimidin-2-amine